dibenzyl (R)-3-methyl-2-oxoimidazolidine-1,5-dicarboxylate CN1C(N([C@H](C1)C(=O)OCC1=CC=CC=C1)C(=O)OCC1=CC=CC=C1)=O